C(C1=CC=CC=C1)(=O)C1=CC=C(OCC(=O)N)C=C1 2-(4-benzoylphenoxy)acetamide